[Cl-].C1(=CC=CC=C1)NCC[NH3+] 2-(phenylamino)ethan-1-aminium chloride